(2S)-2-[[tert-butyl(methyl)carbamoyl]amino]-4-[2-phenoxyethyl-[4-(5,6,7,8-tetrahydro-1,8-naphthyridin-2-yl)butyl]amino]butanoic acid C(C)(C)(C)N(C(=O)N[C@H](C(=O)O)CCN(CCCCC1=NC=2NCCCC2C=C1)CCOC1=CC=CC=C1)C